1-hexadecyl-SN-glycerol C(CCCCCCCCCCCCCCC)OC[C@@H](O)CO